(1R,2S,3R)-3-[5-(4-benzyl-1,3-thiazol-2-yl)-2-chloropyrrolo[2,3-d]pyrimidin-7-yl]-5-(1,2,5,6-tetrahydropyridin-3-yl)cyclopentane-1,2-diol C(C1=CC=CC=C1)C=1N=C(SC1)C1=CN(C=2N=C(N=CC21)Cl)[C@H]2[C@@H]([C@@H](C(C2)C=2CNCCC2)O)O